C1(CCC1)N1N=CC(=C1)B1OC(C(O1)(C)C)(C)C 1-cyclobutyl-4-(4,4,5,5-tetramethyl-1,3,2-dioxaborolane-2-yl)-1H-pyrazole